FC(C1=NN=C(S1)N1N=CC2=C(C=C(C=C12)S(=O)(=O)NC1(CC1)C#N)N1CCN(CC1)C)F 1-[({1-[5-(difluoromethyl)(1,3,4-thiadiazol-2-yl)]-4-(4-methylpiperazinyl)-1H-indazol-6-yl}sulfonyl)amino]cyclopropanecarbonitrile